(1R,4s)-4-(2-((1S,2R)-2-hydroxycyclohexylamino)-8-(2,4,6-trichlorophenylamino)-9H-purin-9-yl)cyclohexanecarboxamide O[C@H]1[C@H](CCCC1)NC1=NC=C2N=C(N(C2=N1)C1CCC(CC1)C(=O)N)NC1=C(C=C(C=C1Cl)Cl)Cl